N-((4-(5-Amino-4-cyano-1-(1,1,1-trifluoropropan-2-yl)-1H-pyrazol-3-yl)-1H-indazol-7-yl)methyl)-2-methoxynicotinamide NC1=C(C(=NN1C(C(F)(F)F)C)C1=C2C=NNC2=C(C=C1)CNC(C1=C(N=CC=C1)OC)=O)C#N